N1=CC=C(C=C1)C1=NN=C2N1CCN(C2)C(=O)C=2C=C(C=CC2)C2=NC1=C(N2)C=CC=C1C(=O)N 2-(3-(3-(pyridin-4-yl)-5,6,7,8-tetrahydro-[1,2,4]triazolo[4,3-a]pyrazine-7-carbonyl)phenyl)-1H-benzo[d]imidazole-4-carboxamide